1,3,5-tris(2-trifluoromethyl-4-aminophenoxy)benzene FC(C1=C(OC2=CC(=CC(=C2)OC2=C(C=C(C=C2)N)C(F)(F)F)OC2=C(C=C(C=C2)N)C(F)(F)F)C=CC(=C1)N)(F)F